α-cyano-hydroxyl-cinnamic acid C(#N)C(C(=O)O)=C(C1=CC=CC=C1)O